O=C1NC(CCC1N1C(C2=CC=CC(=C2C1)C1=CC(CC1)C=1C(=NC=CC1)C(=O)N)=O)=O (3-(2-(2,6-dioxopiperidin-3-yl)-1-oxoisoindolin-4-yl)cyclopent-2-en-1-yl)picolinamide